C(C)(C)(C)OC(=O)N1C[C@H]2CC[C@@H](C1)C2O (1R,5S,8R)-8-hydroxy-3-azabicyclo[3.2.1]Octane-3-carboxylic acid tert-butyl ester